ClC1=CC(=C(C=C1)N1CCNCC1)OC 1-(4-Chloro-2-methoxyphenyl)piperazine